2-(6-((E)-((1S,2S,5S,6R)-2,6-difluoro-1,5-dimethyl-8-azabicyclo[3.2.1]octan-3-ylidene)methyl-d)-1,2,4-triazin-3-yl)-5-(1H-imidazol-1-yl)phenol F[C@@H]\1[C@@]2(C[C@H]([C@](C/C1=C(\C1=CN=C(N=N1)C1=C(C=C(C=C1)N1C=NC=C1)O)/[2H])(N2)C)F)C